[NH4+].[Cl-].C(CCCCCCC)[N+](C)(C)C.[Cl-] octyl-trimethyl-ammonium chloride Ammonium